C(C)(C)(C)OC(N(C=1C=C(C=C(C1)C)C1=CC(=CC=C1)OC)CC1=NC=C(C(=C1C)OC)C)=O ((4-methoxy-3,5-dimethylpyridin-2-yl)methyl)(3'-methoxy-5-methyl-[1,1'-biphenyl]-3-yl)-carbamic acid tert-butyl ester